(3R)-2'-{6-amino-5-[(1R)-1-(2-chlorophenyl)ethoxy]pyridin-3-yl}-N-ethyl-5',6'-dihydrospiro[pyrrolidine-3,4'-pyrrolo[1,2-b]pyrazole]-1-carboxamide NC1=C(C=C(C=N1)C=1C=C2N(N1)CC[C@]21CN(CC1)C(=O)NCC)O[C@H](C)C1=C(C=CC=C1)Cl